ClC=1C=C(C=C(C1)NS(=O)(=O)C)NC(=O)C=1N(N=C(C1)C1=NC=C(C=C1OCC1=CC(=CC(=C1)S(=O)(=O)C)F)F)COCC[Si](C)(C)C N-(3-chloro-5-methanesulfonamidophenyl)-5-{5-fluoro-3-[(3-fluoro-5-methanesulfonylphenyl)methoxy]pyridin-2-yl}-2-{[2-(trimethylsilyl)ethoxy]methyl}pyrazole-3-carboxamide